C(C)C=1C=CC(=C(C1)S(=O)(=O)NC1=NOC2=C1C(=CC(=C2)CN2N=CC(=C2)CNC(C#CC)=O)OC)OC N-((1-((3-((5-ethyl-2-methoxyphenyl)sulfonamido)-4-methoxybenzo[d]isoxazol-6-yl)methyl)-1H-pyrazol-4-yl)methyl)but-2-ynamide